rac-5-(5-methyl-2-piperidyl)-2-(trifluoromethyl)-1,3-Benzothiazole CC1CCC(NC1)C=1C=CC2=C(N=C(S2)C(F)(F)F)C1